NC=1C(=NC(=NC1)C1=CC(=C(C=C1)C(F)(F)F)Cl)N1CC(CC1)CNC(OC(C)(C)C)=O tert-butyl N-[[1-[5-amino-2-[3-chloro-4-(trifluoromethyl)phenyl]pyrimidin-4-yl]pyrrolidin-3-yl]methyl]carbamate